N1CCC(CC1)OC1=NC=CC=C1 2-(piperidin-4-yloxy)pyridine